4-fluorothiazol-2-amine FC=1N=C(SC1)N